N-(4-fluoro-1,1-dioxo-2,3-dihydro-1λ6-benzothiophen-7-yl)acetamide FC1=CC=C(C2=C1CCS2(=O)=O)NC(C)=O